2-(2-(3,6-dihydro-2H-pyran-4-yl)-5-ethyl-6-(4-(3-hydroxypicolinoyl)piperazin-1-yl)-7-oxo-[1,2,4]triazolo[1,5-a]pyrimidin-4(7H)-yl)-N-(4-((trifluoromethyl)thio)phenyl)acetamide O1CCC(=CC1)C1=NN2C(N(C(=C(C2=O)N2CCN(CC2)C(C2=NC=CC=C2O)=O)CC)CC(=O)NC2=CC=C(C=C2)SC(F)(F)F)=N1